2-(benzyloxy)-N-{3-[2-(4-chloro-3-fluorophenoxy)acetylamino]-bicyclo[1.1.1]pentan-1-yl}acetamide Linalylacetate C(C)(C=C)(CCC=C(C)C)CC(=O)O.C(C1=CC=CC=C1)OCC(=O)NC12CC(C1)(C2)NC(COC2=CC(=C(C=C2)Cl)F)=O